tert-butyl 2-(3-fluoro-5-(trifluoromethyl)pyridin-2-yl)-1-oxo-2,8-diazaspiro[4.5]decane-8-carboxylate FC=1C(=NC=C(C1)C(F)(F)F)N1C(C2(CC1)CCN(CC2)C(=O)OC(C)(C)C)=O